FC1=CC=C(CN2C(N(C3=C2C=CC=C3)S(=O)(=O)C3=CC=C(C=C3)F)=O)C=C1 1-(4-fluorobenzyl)-3-((4-fluorophenyl)sulfonyl)-1,3-dihydro-2H-benzo[d]imidazol-2-one